C(C)(C)C1=C(NC2=CC=C(C=C12)C1CCN(CC1)CC(C)(O)C)C=1C=C(C=2N(C1)C=CN2)OC 1-(4-(3-isopropyl-2-(8-methoxyimidazo[1,2-a]pyridin-6-yl)-1H-indol-5-yl)piperidin-1-yl)-2-methylpropan-2-ol